C(C)(C)N1N=CC(=C1)C1=CN=CC(=N1)N 6-(1-Isopropyl-1H-pyrazol-4-yl)pyrazin-2-amine